C(=C)C=1C=C(CN(C)C)C=CC1 3-vinyl-N,N-dimethylbenzylamine